bis-[3-(phenylsulfonyloxy)-4-methyl-phenyl]urea C1(=CC=CC=C1)S(=O)(=O)OC=1C=C(C=CC1C)NC(NC1=CC(=C(C=C1)C)OS(=O)(=O)C1=CC=CC=C1)=O